C(C)OC(=O)C(CCC(C(=O)O)(C1=CC=C(C=C1)OC)C1=CC=C(C=C1)F)(CCCC(=O)O)C(=O)OCC 5,5-bis(ethoxycarbonyl)-2-(4-fluorophenyl)-2-(4-methoxyphenyl)azelaic acid